1-(1-chlorocyclopropyl)ethan-1-one methyl-2,2-dimethyl-octanoyl-phenylphosphinate CC1=C(C=CC=C1)P(O)(=O)C(C(CCCCCC)(C)C)=O.ClC1(CC1)C(C)=O